4-(2-{5-[(3R,5R)-3-amino-5-fluoropiperidine-1-carbonyl]-7-methoxy-1-methyl-1H-1,3-benzodiazol-2-yl}-1-(cyclopropylmethyl)-1H-pyrrolo[2,3-b]pyridin-6-yl)-N-methylbenzene-1-sulfonamide N[C@H]1CN(C[C@@H](C1)F)C(=O)C1=CC2=C(N(C(=N2)C2=CC=3C(=NC(=CC3)C3=CC=C(C=C3)S(=O)(=O)NC)N2CC2CC2)C)C(=C1)OC